Methyl 6-(aminomethyl)-5-chloro-2-(3-fluorophenyl)nicotinate acetate salt C(C)(=O)O.NCC1=NC(=C(C(=O)OC)C=C1Cl)C1=CC(=CC=C1)F